FC=1C=C(C=CC1)C#CC=1C=NC=2CCC[C@@]3(C2C1)CN(C(O3)=O)C3=CC=CC=C3 |r| (rac)-3'-((3-Fluorophenyl)ethynyl)-3-phenyl-7',8'-dihydro-6'H-spiro[oxazolidine-5,5'-quinolin]-2-one